(4-((2-acrylamidoethyl)carbamoyl)-3-iodophenyl)boronic acid C(C=C)(=O)NCCNC(=O)C1=C(C=C(C=C1)B(O)O)I